C(C)(C)C1=C(C=CC=2N(C=NC21)C)N 4-isopropyl-1-methyl-1,3-benzodiazol-5-amine